C1C(=CC2=CC=CC=C12)CC1C(=CC2=CC=CC=C12)C1=CC=CC=C1 (2-indenyl)-(2-phenyl-1-indenyl)-methane